CC(CCCCCCCCCCCCC(CCC)O)O octadecane-2,15-diol